1,1-dimethylpyrrolidin-1-ium chloride [Cl-].C[N+]1(CCCC1)C